OC=1C=C(OC2C(NC(CC2)=O)=O)C=CC1OC 3-(3-hydroxy-4-methoxy-phenoxy)piperidine-2,6-dione